NC1=CC=C(C=C1)C1=NN(C(=C1)NC(C1=CC=C(C=C1)C(C1=CC=CC=C1)=O)=O)C N-(3-(4-aminophenyl)-1-methyl-1H-pyrazol-5-yl)-4-benzoylbenzamide